COC(C1=C(N=C(C(=C1CC(C)C)C=1SCCN1)C(F)(F)F)C(F)F)=O.S1C(=NCC1)C1=CC=NC=C1C(=O)O thiazolinenicotinic acid methyl-2-difluoromethyl-5-(4,5-dihydro-1,3-thiazol-2-yl)-4-isobutyl-6-trifluoromethylnicotinate